[Cl-].C1(=C(C=CC=C1)[N+](C)(C)C1=C(C=CC=C1)C)C ditolyl-dimethyl-ammonium chloride